6-(8-(benzo[d]thiazol-2-ylcarbamoyl)-3,4-dihydroisoquinolin-2(1H)-yl)-2'-(cyclohexyl-(methyl)amino)-3'-methyl-3,4'-bipyridine-2-carboxylic acid tert-butyl ester C(C)(C)(C)OC(=O)C1=NC(=CC=C1C1=C(C(=NC=C1)N(C)C1CCCCC1)C)N1CC2=C(C=CC=C2CC1)C(NC=1SC2=C(N1)C=CC=C2)=O